C1(CC1)C1=NN(C(=C1)C(F)(F)F)CC(=O)N1[C@@H]([C@@H](CC1)N1CCN(CC1)CC(=O)N)C1=C(C(=CC=C1)OC([2H])([2H])[2H])C 2-[4-[(2R,3R)-1-[2-[3-cyclopropyl-5-(trifluoromethyl)pyrazol-1-yl]acetyl]-2-[2-methyl-3-(trideuteriomethoxy)phenyl]pyrrolidin-3-yl]piperazin-1-yl]acetamide